NC1=C2C=CC(=NC2=C(C=C1C(=O)C=1C2=CN(N=C2C(=CC1)F)C1OCCCC1)Br)OC (5-amino-8-bromo-2-methoxyquinolin-6-yl)-[7-fluoro-2-(oxan-2-yl)indazol-4-yl]methanone